CC(=CCC/C(=C/CC1=C(C=CC(=C1)C(=O)O)[O-])/C)C The molecule is a hydroxybenzoate having the hydroxy group at the 4-position together with a geranyl group at the 3-position; major species at pH 7.3. It is a conjugate base of a 3-geranyl-4-hydroxybenzoic acid.